The molecule is a triterpenoid that is ethane in which each carbon has been substituted by a (1R,4aR,6S,8aS)-6-hydroxy-5,5,8a-trimethyl-2-methylenedecahydronaphthalen-1-yl group. It has a role as a plant metabolite. It is a triterpenoid, a secondary alcohol, a diol and an olefinic compound. C[C@]12CC[C@@H](C([C@@H]1CCC(=C)[C@@H]2CC[C@H]3C(=C)CC[C@@H]4[C@@]3(CC[C@@H](C4(C)C)O)C)(C)C)O